4-Amino-1-(4-aminophenyl)-2-oxo-7-(trifluoromethyl)-1,2-dihydroquinoline-3-carboxylic acid methyl ester COC(=O)C=1C(N(C2=CC(=CC=C2C1N)C(F)(F)F)C1=CC=C(C=C1)N)=O